C(C)(=O)N1C2(C(C3=CC(=CC=C13)F)=O)C(OCC2)=O acetyl-5'-fluoro-4,5-dihydro-spiro[furan-3,2'-indoline]-2,3'-dione